FC1=C(C(=CC(=C1)CC(C)C)F)C=1N=NNN1 5-(2,6-difluoro-4-isobutylphenyl)-2H-tetrazole